FC=1C(=CC2=CN(N=C2C1)CCO)NC(=O)C1=NC(=CC=C1)C(F)(F)F N-[6-fluoro-2-(2-hydroxyethyl)indazol-5-yl]-6-(trifluoromethyl)pyridine-2-carboxamide